FC1=CC=C(C(=C1)I)C(=O)N 2-fluoro-4-iodobenzene-5-carboxamide